N-(3-chloro-5-methanesulfonamidophenyl)-4-[5-(3,3-difluoroazetidin-1-yl)-3-fluoropyridin-2-yl]-5-methylthiophene-2-carboxamide ClC=1C=C(C=C(C1)NS(=O)(=O)C)NC(=O)C=1SC(=C(C1)C1=NC=C(C=C1F)N1CC(C1)(F)F)C